C(C)(=O)C1=C(C=C(C=C1)Br)NC(C1=CC(=CC=C1)C(F)(F)F)=O N-(2-acetyl-5-bromophenyl)-3-(trifluoromethyl)benzamide